3-((trimethylsilyl)ethynyl)oxetan-3-amine hydrochloride Cl.C[Si](C)(C)C#CC1(COC1)N